5-[2-(4-benzo[d]isothiazol-3-yl-piperazin-1-yl)-ethyl]-6,7-dihydro-5H-pyrazolo[1,5-a]pyrazin-4-one S1N=C(C2=C1C=CC=C2)N2CCN(CC2)CCN2C(C=1N(CC2)N=CC1)=O